3-(tert-butyl)-1-(2-pyridinylmethyl)imidazolium bromide [Br-].C(C)(C)(C)[N+]1=CN(C=C1)CC1=NC=CC=C1